C(C)(=O)NC(C(=O)O)CCOCCOCC1=CC=CC=C1 2-acetamido-4-(2-benzyloxy-ethoxy)butyric acid